NCCC(CC=1C=NC=CC1)=O 4-amino-1-(pyridin-3-yl)butanone